1-(2-(1,3-dioxolan-4-yl)ethyl)-N3-(2,6-dimethylphenyl)-N6-phenyl-1H-pyrazolo[3,4-d]pyrimidine-3,6-diamine O1COC(C1)CCN1N=C(C=2C1=NC(=NC2)NC2=CC=CC=C2)NC2=C(C=CC=C2C)C